1-(2-(6-(2-ethyl-5-fluoro-4-hydroxyphenyl)-4-fluoro-1H-indazol-3-yl)-1,4,6,7-tetrahydro-5H-imidazo[4,5-c]pyridin-5-yl)-2-(2-ethynylmorpholino)ethan-1-one L-tartrate C(=O)(O)[C@H](O)[C@@H](O)C(=O)O.C(C)C1=C(C=C(C(=C1)O)F)C1=CC(=C2C(=NNC2=C1)C=1NC2=C(CN(CC2)C(CN2CC(OCC2)C#C)=O)N1)F